6-(4-chloro-phenyl)-pyrimidine-4-carboxylic acid pyridin-3-yl-amide N1=CC(=CC=C1)NC(=O)C1=NC=NC(=C1)C1=CC=C(C=C1)Cl